C(C)OC1=C(C=C(C=C1)OB(O)O)C 4-ethoxy-3-methylphenylboric acid